3,5-dicyclohexyl-1H-pyrazole C1(CCCCC1)C1=NNC(=C1)C1CCCCC1